N5-(3-methoxyquinoxalin-6-yl)-N2-((6-(trifluoromethyl)pyridin-3-yl)methyl)pyridine-2,5-diamine COC=1C=NC2=CC=C(C=C2N1)NC=1C=CC(=NC1)NCC=1C=NC(=CC1)C(F)(F)F